FC=1C(=NC2=CC(=CC=C2C1C1=C2C=NN(C2=CC=C1C)C1OCCCC1)OC)N1CC2(CN(C2)C(=O)OC(C)(C)C)CC1 tert-butyl 6-(3-fluoro-7-methoxy-4-(5-methyl-1-(tetrahydro-2H-pyran-2-yl)-1H-indazol-4-yl) quinolin-2-yl)-2,6-diazaspiro[3.4]octane-2-carboxylate